(2S)-2-(tert-butoxycarbonylamino)-3,3-dimethylbutyric acid C(C)(C)(C)OC(=O)N[C@H](C(=O)O)C(C)(C)C